O=C1C[C@@H]2CC[C@H](C1)N2C(=O)OC(C)(C)C tert-butyl (1S,5R)-3-oxo-8-azabicyclo[3.2.1]octane-8-carboxylate